BrC1=C(C(=C(C(=C1)[N+](=O)[O-])F)C)I 1-Bromo-4-fluoro-2-iodo-3-methyl-5-nitrobenzene